CC1=CC(=NN1C=1C=C2C=CN(C2=CC1)CC1=CC=C(C=C1)[C@@H]1CN(CC1)C)C(=O)N |r| rac-5-methyl-1-(1-(4-(1-methylpyrrolidin-3-yl)benzyl)-1H-indol-5-yl)-1H-pyrazole-3-carboxamide